N1(CCC12CCC2)CCNC(=O)C=2C=C(C(=NC2)C)NC(=O)C=2C=NN1C2SC(=C1)C=1C=NN(C1C)C N-(5-((2-(1-azaspiro[3.3]heptan-1-yl)ethyl)carbamoyl)-2-methylpyridin-3-yl)-2-(1,5-dimethyl-1H-pyrazol-4-yl)pyrazolo[5,1-b]thiazole-7-carboxamide